Methyl 2-(4-(6-((4-(difluoromethyl)-2-fluorobenzyl)oxy)pyridin-2-yl)-2,5-difluorophenyl)acetate FC(C1=CC(=C(COC2=CC=CC(=N2)C2=CC(=C(C=C2F)CC(=O)OC)F)C=C1)F)F